C(=C)NCCCC N-vinyl-n-Butylamine